FC=1C=C(C=CC1F)C(C=1NC(=C(N1)S(=O)(=O)N)C)N(C)C1=NC(=C(C=C1)F)C 2-((3,4-difluorophenyl)((5-fluoro-6-methylpyridin-2-yl)(methyl)amino)methyl)-5-methyl-1H-imidazole-4-sulfonamide